(L)-N-monomethyl-(L)-arginine CN[C@@H](CCCNC(N)=N)C(=O)O